BrC=1C=C2C=CC=NC2=C(C1)S(=O)(=O)NC1=C(C(=CC(=C1)C1(CCC1)C#N)S(=O)(=O)C)O 6-Bromo-N-(5-(1-cyanocyclobutyl)-2-hydroxy-3-(methylsulfonyl)phenyl)quinoline-8-sulfonamide